[(biphenylyl)dibenzoselenophenyl]benzene C1(=C(C=CC=C1)C1=C(C2=C([Se]C3=C2C=CC=C3)C=C1)C1=CC=CC=C1)C1=CC=CC=C1